ClC1=C(C=CC=C1)[C@@H]1[C@@](O1)(C1=C(C=C(C=C1)F)F)CN1N=CNC1=S 2-([(2R,3R)-3-(2-chlorophenyl)-2-(2,4-difluorophenyl)oxiran-2-yl]methyl)-2,4-dihydro-3H-1,2,4-triazole-3-thione